{2-[(5-bromo-2-nitro-1-imidazolyl)methoxy]ethyl}tris(methyl)silane BrC1=CN=C(N1COCC[Si](C)(C)C)[N+](=O)[O-]